FC1=C(OCCOC2CCN(CC2)C(=O)OC(C)(C)C)C=CC=C1O tert-butyl 4-[2-(2-fluoro-3-hydroxy-phenoxy)ethoxy]piperidine-1-carboxylate